2-(3-fluoro-4-methoxyphenyl)-3-(3,4,5-trimethoxyphenyl)-2H-azepine FC=1C=C(C=CC1OC)C1N=CC=CC=C1C1=CC(=C(C(=C1)OC)OC)OC